ClC1=CC=C(C=C1)C(C)(OCC[C@@H]1N(CCC1)C)C1=CC=CC=C1 (R)-[2-[1-(4-Chlorophenyl)-1-phenyl-ethoxy]ethyl-1-methylpyrrolidine]